(R)-(1-(4-fluorophenyl)-6-((1-methyl-1H-pyrazol-5-yl)sulfonyl)-4,4a,5,6,7,8-hexahydro-1H-pyrazolo[3,4-g]isoquinolin-4a-yl)(4-methylpyridin-2-yl)methanone FC1=CC=C(C=C1)N1N=CC2=C1C=C1CCN(C[C@]1(C2)C(=O)C2=NC=CC(=C2)C)S(=O)(=O)C2=CC=NN2C